N-(4-((4-(2-(3-cyano-5-fluoro-4-(2-azaspiro[3.3]heptan-2-yl)phenyl)propan-2-yl)phenoxy)methyl)pyrimidin-2-yl)-N-(4-methoxybenzyl)methanesulfonamide C(#N)C=1C=C(C=C(C1N1CC2(C1)CCC2)F)C(C)(C)C2=CC=C(OCC1=NC(=NC=C1)N(S(=O)(=O)C)CC1=CC=C(C=C1)OC)C=C2